C(SCC)(=O)Cl S-ethyl thiochlorocarbonate